methylenebis(oxyethylene) bis[3-(5-t-butyl-4-hydroxy-m-tolyl) propionate] C(C)(C)(C)C=1C(=C(C=C(C1)C)CCC(=O)OCCOCOCCOC(CCC=1C=C(C=C(C1O)C(C)(C)C)C)=O)O